ClC1=CC(=C(C=C1)C=1C=C(SC1C1=C(C=C(C=C1)Cl)C(C)C)N1N=NN=C1)C(C)C (4,5-bis(4-chloro-2-isopropylphenyl)thiophen-2-yl)-1H-tetrazole